FC(O[C@@H]1CC[C@H](CC1)NC1=NN2C(C=N1)=C(C=C2)C=2C=NC=1N(C2)C(=CN1)CC)F N-(trans-4-(difluoromethoxy)cyclohexyl)-5-(3-ethylimidazo[1,2-a]pyrimidin-6-yl)pyrrolo[2,1-f][1,2,4]triazin-2-amine